chromium (iii) hydroxide [OH-].[Cr+3].[OH-].[OH-]